BrC1=CN=CC=2NC[C@H](N(C21)C)C(C)C (R)-8-Bromo-2-isopropyl-1-methyl-1,2,3,4-tetrahydropyrido[3,4-b]pyrazine